N-((1S)-(4,4-difluorocyclohexyl)(7-(methoxymethyl)-6-(((5R)-2-oxo-5-(trifluoromethyl)piperidin-3-yl)methyl)imidazo[1,2-b]pyridazin-2-yl)methyl)-1-ethyl-1H-pyrazole-5-carboxamide FC1(CCC(CC1)[C@H](NC(=O)C1=CC=NN1CC)C=1N=C2N(N=C(C(=C2)COC)CC2C(NC[C@@H](C2)C(F)(F)F)=O)C1)F